NC1=NC=CC=C1C1=NC=2C(=NC(=CC2)N2C(COCC2)=O)N1C1=CC=C(C=C1)CO 4-(2-(2-aminopyridin-3-yl)-3-(4-(hydroxymethyl)phenyl)-3H-imidazo[4,5-b]pyridin-5-yl)morpholin-3-one